C(=O)C1=CC(=C(OCCN(C(OC(C)(C)C)=O)C)C=C1)C tert-butyl (2-(4-formyl-2-methylphenoxy)ethyl)(methyl)carbamate